NC=1C(=C(C=C2C=C(N=CC12)NC(O[C@@H]1COC[C@@H]1F)=O)C1=C(C2=C(OCCN2)N=C1)C)F (3R,4S)-4-Fluorotetrahydrofuran-3-yl (8-amino-7-fluoro-6-(8-methyl-2,3-dihydro-1H-pyrido[2,3-b][1,4]oxazin-7-yl)isoquinolin-3-yl)carbamate